4-(methacryloxy)butyl-trimethoxysilane Methyl-5-(difluoromethyl)-6-(3-methylimidazo[4,5-c]pyridin-7-yl)-3-[4-(morpholinomethyl)anilino]pyrazine-2-carboxylate COC(=O)C1=NC(=C(N=C1NC1=CC=C(C=C1)CN1CCOCC1)C(F)F)C=1C2=C(C=NC1)N(C=N2)C.C(C(=C)C)(=O)OCCCC[Si](OC)(OC)OC